Cl\C=C/C(=O)O CIS-3-CHLOROACRYLIC ACID